2,2,2-trichloroethyl (2-cyclopropyl-3,7-dimethyl-6,7-dihydro-5H-cyclopenta[b]pyridin-4-yl)carbamate C1(CC1)C1=C(C(=C2C(=N1)C(CC2)C)NC(OCC(Cl)(Cl)Cl)=O)C